2-(5-methyl-3-{2-[5-(propan-2-yloxy)-1H-indazol-3-yl]pyrimidin-4-yl}-1H-pyrazole-1-yl)ethanol CC1=CC(=NN1CCO)C1=NC(=NC=C1)C1=NNC2=CC=C(C=C12)OC(C)C